(S)-N-(1-(quinolin-4-yl)ethyl)-amide N1=CC=C(C2=CC=CC=C12)[C@H](C)[NH-]